ClC1=CC=C(C(=N1)C1=NN(C=N1)C)NC(C)C=1C=2C3=C(N(C(C2C=C(C1)C)=O)CC)N(N=C3)C3CN(CC3)C(C)C 9-(1-((6-chloro-2-(1-methyl-1H-1,2,4-triazol-3-yl)pyridin-3-yl)amino)ethyl)-4-ethyl-3-(1-isopropylpyrrolidin-3-yl)-7-methyl-3,4-dihydro-5H-pyrazolo[3,4-c]isoquinolin-5-one